FC1(CC(C1)NC1=C(C=CC(=C1)C(=O)OC)C1N(C=CC2(CC(C2)(F)F)C1)C(=O)OC(C)(C)C)F tert-butyl 8-{2-[(3,3-difluorocyclobutyl)amino]-4-(methoxycarbonyl)phenyl}-2,2-difluoro-7-azaspiro[3.5]non-5-ene-7-carboxylate